2-(4-(bromomethyl)-2-fluorophenyl)oxirane BrCC1=CC(=C(C=C1)C1OC1)F